1-(2-chloroacetyl)azetidine-3-carboxylic acid methyl ester COC(=O)C1CN(C1)C(CCl)=O